9-[2,5-bis-O-(t-butyldimethylsilyl)-3-deoxy-β-D-ribofuranosyl]adenine [Si](C)(C)(C(C)(C)C)O[C@H]1[C@@H](O[C@@H](C1)CO[Si](C)(C)C(C)(C)C)N1C2=NC=NC(=C2N=C1)N